ClC=1C=C(C=C(C1)NS(=O)(=O)C)NC(=O)C1=CN(C(=C1)C1=NC=CC=C1OC(C)C1=CC(=CC(=C1)C(F)(F)F)F)C N-(3-chloro-5-methanesulfonamidophenyl)-5-{3-[1-[3-fluoro-5-(trifluoromethyl)phenyl]ethoxy]pyridin-2-yl}-1-methyl-1H-pyrrole-3-carboxamide